N-(2,3-dihydro-1H-inden-5-yl)-2-(trifluoromethyl)benzamide C1CCC2=CC(=CC=C12)NC(C1=C(C=CC=C1)C(F)(F)F)=O